C(CC1=CC=CC=C1)C1=C(OCC2=NC=CC=C2)C=CC=C1 2-((2-Phenethylphenoxy)methyl)pyridine